2-(aminomethyl)cyclobutan-1-ol hydrochloride Cl.NCC1C(CC1)O